CC1NC2C(OC1)CC=1C=C(C=CC12)C(F)(F)F cis-3-methyl-7-(trifluoromethyl)-2,3,4,4a,9,9a-hexahydroindeno[2,1-b][1,4]oxazine